C(C)(=O)C1=C(C(=C(C(=C1C=O)O[C@H]1[C@H](O)[C@@H](O)[C@H](O)[C@H](O1)CO)C(C)=O)C(C)=O)C(C)=O Tetraacetyl-β-D-glucopyranosyloxy-benzaldehyde